4-azido-1-{[2-(trimethylsilyl)ethoxy]methyl}-1H-pyrazolo[3,4-b]pyridine N(=[N+]=[N-])C1=C2C(=NC=C1)N(N=C2)COCC[Si](C)(C)C